5-(2,4-difluoro-5-methylphenyl)-N-(1-(piperidin-4-yl)-1H-pyrazol-4-yl)imidazo[1,2-a]pyrazin-8-amine dihydrochloride Cl.Cl.FC1=C(C=C(C(=C1)F)C)C1=CN=C(C=2N1C=CN2)NC=2C=NN(C2)C2CCNCC2